Methyl 4-((3-chloro-5-methoxybenzyl)amino)-3-nitrobenzoate ClC=1C=C(CNC2=C(C=C(C(=O)OC)C=C2)[N+](=O)[O-])C=C(C1)OC